(2r,4r)-8-(4-cyano-2-fluorophenyl)-N-(3,3-difluorocyclobutyl)-6,9-dioxo-5-(4-(trifluoromethyl)benzyl)-5,8-diazaspiro[3.5]nonane-2-carboxamide C(#N)C1=CC(=C(C=C1)N1CC(N(C2(CC(C2)C(=O)NC2CC(C2)(F)F)C1=O)CC1=CC=C(C=C1)C(F)(F)F)=O)F